phosphate-adenine N1=CN=C2N=CNC2=C1N.P(=O)(O)(O)O